2-(3-(4-amino-3-(2-fluoro-6-phenoxypyridin-3-yl)-1H-pyrazolo[3,4-d]pyrimidin-1-yl)piperidine-1-carbonyl)-4-methyl-4-(4-(oxetan-3-yl)piperazin-1-yl)pent-2-enenitrile NC1=C2C(=NC=N1)N(N=C2C=2C(=NC(=CC2)OC2=CC=CC=C2)F)C2CN(CCC2)C(=O)C(C#N)=CC(C)(N2CCN(CC2)C2COC2)C